[I-].C1(=CC=CC=C1)C(C1=CC=CC=C1)=N\N=C\C1=CC2=C([N+]3(CC4=C(N(C2)C3)C=C(C(=C4)/C=N/N=C(C4=CC=CC=C4)C4=CC=CC=C4)OC)C)C=C1OC 2,8-bis((E)-((diphenylmethylene)hydrazono)methyl)-3,9-dimethoxy-5-methyl-5,12-dihydro-6H-5,11-methanodibenzo[b,f][1,5]diazocin-5-ium iodide